C(N)(=O)C=1C(=NC(=C(N1)CC)Cl)NC=1C=C(CCNC(OC(C)(C)C)=O)C=C(C1)F tert-butyl (3-((3-carbamoyl-6-chloro-5-ethylpyrazin-2-yl)amino)-5-fluorophenethyl)carbamate